6-(2-Hydroxy-4-chlorobenzylamino)-9-β-D-arabinofuranosylpurin OC1=C(CNC2=C3N=CN(C3=NC=N2)[C@H]2[C@@H](O)[C@H](O)[C@H](O2)CO)C=CC(=C1)Cl